(2-hydroxycyclohexyloxy)-7-(trifluoromethylthio)-2,3-dihydro-1H-inden-1-one OC1C(CCCC1)OC1C(C2=C(C=CC=C2C1)SC(F)(F)F)=O